NCC(C)O.C(=CCCCCCCCCCC)C(C(=O)O)CC(=O)O dodecenyl-succinic acid 1-aminopropan-2-ol salt